1-Hexyl-3-Methylpyrrolium fluorid [F-].C(CCCCC)[NH+]1C=C(C=C1)C